(R or S)-7-fluoro-2-(1-(1-methyl-1H-pyrazol-4-yl)piperidin-3-yl)-[1,2,4]triazolo[1,5-c]quinazolin-5-amine FC1=CC=CC=2C=3N(C(=NC12)N)N=C(N3)[C@H]3CN(CCC3)C=3C=NN(C3)C |o1:15|